C(C)SC1=NC2=C(C=CC=C2C(=N1)N(C)[C@@H]1[C@H](C1)F)F (ethylthio)-8-fluoro-N-((1S,2S)-2-fluorocyclopropyl)-N-methylquinazolin-4-amine